FC1=C(C=C(C=C1)F)[C@@H]1N(CCC1)C=1C=CC=2N(N1)C(=CN2)C=CC(=NO)N 3-(6-((R)-2-(2,5-difluorophenyl)pyrrolidin-1-yl)imidazo[1,2-b]pyridazin-3-yl)-N'-hydroxyacrylamidine